24-hydroxytetracosanol OCCCCCCCCCCCCCCCCCCCCCCCCO